BrC=1C=C(C=C(C1O)Br)C(=O)C1=C(N(C2=C1N=CN=C2)C)CC (3,5-dibromo-4-hydroxyphenyl)(6-ethyl-5-methyl-5H-pyrrolo[3,2-d]pyrimidin-7-yl)methanone